(1S,3aR,7aS)-N-((S)-3-oxo-1-((S)-2-oxopyrrolidin-3-yl)-4-(trifluoromethoxy)butan-2-yl)-2-(5-(trifluoro-methyl)isoxazole-3-carbonyl)octahydro-1H-isoindole-1-carboxamide O=C([C@H](C[C@H]1C(NCC1)=O)NC(=O)[C@H]1N(C[C@@H]2CCCC[C@H]12)C(=O)C1=NOC(=C1)C(F)(F)F)COC(F)(F)F